Isopropyl-((((1S,4R)-4-(2-amino-6-methoxy-9H-purin-9-yl) cyclopent-2-en-1-yl) methoxy) (3-(2-methoxyethoxy)phenoxy)phosphoryl)-L-alaninat C(C)(C)N([C@@H](C)C(=O)[O-])P(=O)(OC1=CC(=CC=C1)OCCOC)OC[C@@H]1C=C[C@@H](C1)N1C2=NC(=NC(=C2N=C1)OC)N